N,N,N-trimethyl-1-adamantylammonium chloride C[N+](C)(C)C12CC3CC(C1)CC(C3)C2.[Cl-]